(S)-2-(4-nitro-1H-pyrazol-1-yl)-1-(3-((5-(trifluoromethyl)pyridin-2-yl)oxy)piperidin-1-yl)ethan-1-one [N+](=O)([O-])C=1C=NN(C1)CC(=O)N1C[C@H](CCC1)OC1=NC=C(C=C1)C(F)(F)F